C(C1=CC=CC=C1)(=O)OC(C(C(O)C1=CC=CC=C1)C)C1=CC=CC=C1 2-methyl-1,3-diphenyl-1,3-propanediol benzoate